CN1N=CC(=C(C1=O)C)N[C@@H]1C[C@@H](CN(C1)C)C1=CC=C(C=C1)CN1CCC(CC1)C=1C=C2CN(C(C2=CC1)=O)C1C(NC(CC1)=O)=O 3-[5-[1-[[4-[(3R,5R)-5-[(1,5-dimethyl-6-oxo-pyridazin-4-yl)amino]-1-methyl-3-piperidyl]phenyl]methyl]-4-piperidyl]-1-oxo-isoindolin-2-yl]piperidine-2,6-dione